C1(CC1)N1N=CC(=C1)[C@H]1C=C(CCO1)C1=NC(=C(C(=N1)C(=O)O)C=O)C1=C(C=C(C=C1)C(F)(F)F)F 2-[(6R)-6-(1-cyclopropylpyrazol-4-yl)-3,6-dihydro-2H-pyran-4-yl]-6-[2-fluoro-4-(trifluoromethyl)phenyl]-5-formyl-pyrimidine-4-carboxylic acid